1,5-bis(tert-butyl)-9,10-bis(2-carboxyethyl)carbonyloxyanthracene C(C)(C)(C)C1=CC=CC2=C(C3=C(C=CC=C3C(=C12)OC(=O)CCC(=O)O)C(C)(C)C)OC(=O)CCC(=O)O